C(C1=CC=CC=C1)OCC1(CC(NCC1)=O)C(=O)NC 4-((benzyloxy)methyl)-N-methyl-2-oxopiperidine-4-carboxamide